dodecyl-(2-(4-methylcyclohex-3-en-1-yl)propan-2-yl)sulfane C(CCCCCCCCCCC)SC(C)(C)C1CC=C(CC1)C